3-((4-Chloropyridin-3-yl)oxy)-1-((tetrahydro-2H-pyran-4-yl)methyl)-1H-pyrrole-2,5-dione ClC1=C(C=NC=C1)OC=1C(N(C(C1)=O)CC1CCOCC1)=O